tetrachlorophenyl-porphyrin aluminum chloride [Al](Cl)(Cl)Cl.ClC=1C2=C(C3=C(C(=C(N3Cl)C=C3C=CC(C=C4C=CC(=CC(C1)=N2)N4)=N3)C3=CC=CC=C3)Cl)Cl